Trans-3-(Tert-Butoxycarbonyl)Cyclobutyl Benzoate C(C1=CC=CC=C1)(=O)O[C@@H]1C[C@H](C1)C(=O)OC(C)(C)C